C1(C=CC2=CC=CC=C12)N 1H-Inden-1-amine